N1=C(C=CC=C1C(=O)Cl)C(=O)Cl 2,6-pyridinedicarboxylic chloride